C1(=CC=C(C=C1)C1=CC=NN1)C 5-(p-tolyl)-1H-pyrazole